CC(C(=O)O)(CCCC)C 2,2-Dimethyl-Caproic Acid